C(CCOCCOCCOCCCN)N 4,7,10-trioxatridecan-1,13-diamine